BrC1=C(C(=C(C=C1)C=1N=NN(C1)[C@H]1[C@H]([C@H](O[C@@H]([C@@H]1OC)CN1N=NC(=C1)C1(CCC1)C)CO)O)F)F (2R,3R,4S,5R,6R)-4-(4-(4-bromo-2,3-difluorophenyl)-1H-1,2,3-triazol-1-yl)-2-(hydroxymethyl)-5-methoxy-6-((4-(1-methylcyclobutyl)-1H-1,2,3-triazol-1-yl)methyl)tetrahydro-2H-pyran-3-ol